(1R,3s,5S)-3-((3S,4R)-3-methoxypiperidin-4-yl)-8-azabicyclo[3.2.1]octane-8-carboxylate CO[C@@H]1CNCC[C@@H]1C1C[C@H]2CC[C@@H](C1)N2C(=O)[O-]